Hexadecafluoro-2-hydroxy-10-(trifluoromethyl)undecyl methacrylate C(C(=C)C)(=O)OC(C(C(C(C(C(C(CCC(C(F)(F)F)C(F)(F)F)(F)F)(F)F)(F)F)(F)F)(F)F)(O)F)(F)F